6'-(4,4,5,5-tetramethyl-1,3,2-dioxaborolan-2-yl)spiro[cyclohexane-1,9'-fluorene]-2'-carbonitrile CC1(OB(OC1(C)C)C=1C=C2C=3C=CC(=CC3C3(C2=CC1)CCCCC3)C#N)C